S1SC(C=C1)CCCS 3-dithiol-propanethiol